C(C)(C)(C)C1=CC(=NO1)C[C@@H]1[C@@H]([C@H]([C@H]([C@H](O1)CO)O)N1N=NC(=C1)C1=CC(=C(C=C1)Cl)F)OC (2R,3R,4S,5R,6R)-6-((5-(tert-butyl)isoxazol-3-yl)methyl)-4-(4-(4-chloro-3-fluorophenyl)-1H-1,2,3-triazol-1-yl)-2-(hydroxymethyl)-5-methoxytetrahydro-2H-pyran-3-ol